1-(2-(3-(4-(tert-butyl)pyridin-2-yl)-1H-pyrrolo[2,3-c]pyridin-1-yl)phenyl)-3-(3,5-di-tert-butyl-2-hydroxyphenyl)-1H-benzo[d]imidazol-3-ium C(C)(C)(C)C1=CC(=NC=C1)C1=CN(C2=CN=CC=C21)C2=C(C=CC=C2)N2C=[N+](C1=C2C=CC=C1)C1=C(C(=CC(=C1)C(C)(C)C)C(C)(C)C)O